tert-butyl (7-(N-(1-methylcyclopropyl)sulfamoyl)quinoxalin-2-yl)carbamate CC1(CC1)NS(=O)(=O)C1=CC=C2N=CC(=NC2=C1)NC(OC(C)(C)C)=O